7-chloro-2-(1,2-dihydroxyethyl)-1-methyl-5-phenyl-1,5-dihydro-4H-imidazo[4,5-c]quinolin-4-one ClC=1C=CC=2C3=C(C(N(C2C1)C1=CC=CC=C1)=O)N=C(N3C)C(CO)O